C1(CC1)CN1C(=NC2=C1C=CC(=C2)F)NC=2OC1=C(N2)C=C(C=C1)CN(C)C N-[1-(cyclopropylmethyl)-5-fluoro-1H-1,3-benzodiazol-2-yl]-5-[(dimethylamino)methyl]-1,3-benzoxazol-2-amine